[8-(1-octylnonoxy)-8-oxo-octyl](2S)-4-(3-aminopropanoyloxy)-1-(6-oxo-6-undecoxy-hexyl)pyrrolidine-2-carboxylate C(CCCCCCC)C(CCCCCCCC)OC(CCCCCCCOC(=O)[C@H]1N(CC(C1)OC(CCN)=O)CCCCCC(OCCCCCCCCCCC)=O)=O